5-Methoxy-2'-(5-methyl-1H-imidazol-2-yl)-3,4'-bipyridine COC=1C=C(C=NC1)C1=CC(=NC=C1)C=1NC(=CN1)C